(S)-2-(1-(9H-purin-6-ylamino)ethyl)-3-(3-fluorophenyl)-4H-chromen-4-one N1=CN=C2NC=NC2=C1N[C@@H](C)C=1OC2=CC=CC=C2C(C1C1=CC(=CC=C1)F)=O